(4-bromo-5,6,7,9-tetrahydro-8H-pyrido[3,4-c]azepine-8-yl)(1-methyl-1H-pyrazol-4-yl)methanone BrC1=CN=CC=2CN(CCCC21)C(=O)C=2C=NN(C2)C